C1(C=CC2=CC=CC3=CC=C(C1=C23)O)O 1H-phenalene-1,9-diol